4-(2-(2-(5-(carboxymethyl)-2-fluorophenoxy)ethoxy)ethylamino)-2-((2,6-dioxopiperidin-3-ylamino)methyl)benzoic acid C(=O)(O)CC=1C=CC(=C(OCCOCCNC2=CC(=C(C(=O)O)C=C2)CNC2C(NC(CC2)=O)=O)C1)F